3,5-dihydroimidazo[4,5-c][1,2]thiazine-4(1H)-one 2,2-dioxide N1S(CC(C2=C1N=CN2)=O)(=O)=O